C1(=CC=CC2=CC=CC=C12)N(C1=CC=C(C=C1)C1=CC=C(C=C1)C1=CC=C(C=C1)N(C1=CC=CC=C1)C1=CC=CC2=CC=CC=C12)C1=CC=CC=C1 N4,N4''-bis(naphthalen-1-yl)-N4,N4''-diphenyl-[1,1':4',1''-terphenyl]-4,4''-diamine